N(=NC(CCCO)(C)C#N)C(CCCO)(C)C#N 4,4'-azobis(4-cyanopentanol)